O=C(OCCOCCOCCOCCN(C)C)N(CC=1SC=CC1)CC=1SC=CC1 13-oxo-15-(2-thienyl)-14-(2-thienylmethyl)-3,6,9,12-tetraoxa-14-aza-pentadecyl-N,N-dimethylamine